O=C1NC(CCC1N1C(C2=CC=C(C=C2C1)NC(COCCNC(OC(C)(C)C)=O)=O)=O)=O tert-butyl (2-(2-((2-(2,6-dioxopiperidin-3-yl)-1-oxoisoindolin-5-yl)amino)-2-oxoethoxy)ethyl)carbamate